(Z)-3-(1-((1-Isopentyl-5-methyl-1H-pyrazol-3-yl)amino)ethylidene)-5-(4-methylpyridin-3-yl)-1H-pyrrolo[2,3-c]pyridin-2(3H)-one C(CC(C)C)N1N=C(C=C1C)N\C(\C)=C\1/C(NC2=CN=C(C=C21)C=2C=NC=CC2C)=O